OC(CN(CCCCC(=O)OCCN1CCN(CC1)CCSSCCCCN(CC(CCCCCCCCCCCC)O)CC(CCCCCCCCCCCC)O)CC(CCCCCC\C=C/C\C=C/CCCCC)O)CCCCCC\C=C/C\C=C/CCCCC 2-(4-(2-((4-(Bis(2-hydroxytetradecyl)amino)butyl)disulfaneyl)ethyl)piperazin-1-yl)ethyl 5-(bis((9Z,12Z)-2-hydroxyoctadeca-9,12-dien-1-yl)amino)pentanoate